Tert-butyl (R)-3-((4-(2-(ethoxymethoxy)-4-(trifluoromethyl)phenyl)-5,6,7,8-tetrahydrophthalazin-1-yl)amino)piperidine-1-carboxylate C(C)OCOC1=C(C=CC(=C1)C(F)(F)F)C1=NN=C(C=2CCCCC12)N[C@H]1CN(CCC1)C(=O)OC(C)(C)C